BrCC1C(C1)(Cl)Cl 2-(bromomethyl)-1,1-dichlorocyclopropane